3-fluoro-4-[2-methyl-4-(piperidin-4-yl)-1,3-benzodioxol-2-yl]benzonitrile, p-toluenesulfonate salt CC1=CC=C(C=C1)S(=O)(=O)O.FC=1C=C(C#N)C=CC1C1(OC2=C(O1)C=CC=C2C2CCNCC2)C